C(C1=CC=CC=C1)OCC(C#C[Si](C)(C)C)(C)C 4-benzyloxy-3,3-dimethyl-1-trimethylsilylbut-1-yne